9-(methyl(7H-pyrrolo[2,3-d]pyrimidin-4-yl)amino)-3-azaspiro[5.5]undecane-3-carboxamide CN(C1CCC2(CCN(CC2)C(=O)N)CC1)C=1C2=C(N=CN1)NC=C2